NC(COCCC(=O)O)(COCCC(=O)O)COCCC(=O)O 3-{2-Amino-3-(2-carboxyethoxy)-2-[(2-carboxyethoxy)methyl]propoxy}propionic acid